C(C1=CC=CC=C1)N1N=NC(=C1C(=O)O)C(=O)O 1-benzyl-1,2,3-triazole-4,5-dicarboxylic acid